phenyl[biphenylyl(dimethylfluorenyl)triazinyl]benzselenophene C1(=CC=CC=C1)C1=C([Se]C2=C1C=CC=C2)C2=NN=NC(=C2C2=C(C(=CC=1C3=CC=CC=C3CC21)C)C)C2=C(C=CC=C2)C2=CC=CC=C2